FC(OC[C@H](N)C(=O)O)F O-(difluoromethyl)-L-serine